CN1C(=NN=C1)C1CC2(CN(C2)C2=C(C#N)C=CC=C2C=2C=NC=CC2)C1 2-(6-(4-methyl-4H-1,2,4-triazol-3-yl)-2-azaspiro[3.3]heptane-2-yl)-3-(pyridin-3-yl)benzonitrile